COC1=C(N=CC(=N1)C(=O)N(C)C)NC1=NNC2=CC(=CC=C12)[C@@H]1C[C@@]12C(NC1=CC=C(C=C21)OC)=O 6-methoxy-5-({6-[(1R,2S)-5'-methoxy-2'-oxo-1',2'-dihydrospiro[cyclopropane-1,3'-indol]-2-yl]-1H-indazol-3-yl}amino)-N,N-dimethylpyrazine-2-carboxamide